2-cyclopropyl-6,7-dimethoxyquinazolin-4-ol C1(CC1)C1=NC2=CC(=C(C=C2C(=N1)O)OC)OC